ClC1=C(C=C(C=C1)C1=CC(=NC=C1)C1(CC1)CO)CC(C(=O)NC1=CC=C(C=C1)C1=NN=CN1C)NC(=O)C=1N(N=CC1)C N-[1-[[2-chloro-5-[2-[1-(hydroxymethyl)cyclopropyl]-4-pyridyl]phenyl]methyl]-2-[4-(4-methyl-1,2,4-triazol-3-yl)anilino]-2-oxo-ethyl]-2-methyl-pyrazole-3-carboxamide